FC(F)(F)SSC methyl (trifluoromethyl) disulfide